2'-deoxy-3',5'-di-O-trityluridine C(C1=CC=CC=C1)(C1=CC=CC=C1)(C1=CC=CC=C1)O[C@H]1C[C@@H](O[C@@H]1COC(C1=CC=CC=C1)(C1=CC=CC=C1)C1=CC=CC=C1)N1C(=O)NC(=O)C=C1